N1C=CC=2C1=CN=C(C2)C2=NC(C1=CC=CC=C21)=O (1H-pyrrolo[2,3-c]pyridin-5-yl)isoindol-1-one